FC1=C(C=CC=C1)C1=NN2C(OCCCC2C)=C1C(=O)OCC Ethyl 2-(2-fluorophenyl)-8-methyl-5,6,7,8-tetrahydropyrazolo[5,1-b][1,3]oxazepine-3-carboxylate